2-[[7-bromo-5-(3,3-difluoropyrrolidin-1-yl)sulfonyl-indazol-2-yl]methoxy]ethyl-trimethyl-silane BrC1=CC(=CC2=CN(N=C12)COCC[Si](C)(C)C)S(=O)(=O)N1CC(CC1)(F)F